Cl(=O)(=O)(=O)[O-].ClC1=C(C=CC(=C1)C(C1=CC=CC=C1)=O)SC1=CC=C(C=C1)[S+](C1=CC=CC=C1)C1=CC=CC=C1 4-(2-chloro-4-benzoylphenylthio)phenyldiphenylsulfonium perchlorate